NC1CCC(CC1)NC1=NC=CC(=N1)C=1C(=NC=CC1)OC1=CC=C(C=C1)C=1C(=C(C=CC1)S(=O)(=O)N)Cl [4-[(1r,4r)-[3-[2-[(4-Aminocyclohexyl)amino]pyrimidin-4-yl]-2-pyridyl]oxy]phenyl]2-chlorobenzenesulfonamide